3-amino-3-{[1-(3,3-dimethylcyclohexanecarbonyloxy)propan-2-yl]carbamoyl}propionic acid NC(CC(=O)O)C(NC(COC(=O)C1CC(CCC1)(C)C)C)=O